C(C1=CC=CC=C1)OC=1C(=NC=NC1C)C(=O)N1CCN(CC1)C1=C(N(C=2N(C1=O)N=C(N2)Br)CC(=O)NC2=C(C=C(C=C2)C(F)(F)F)Cl)CC 2-(6-{4-[5-(benzyloxy)-6-methylpyrimidine-4-carbonyl]piperazin-1-yl}-2-bromo-5-ethyl-7-oxo-[1,2,4]triazolo[1,5-a]pyrimidin-4-yl)-N-[2-chloro-4-(trifluoromethyl)phenyl]acetamide